BrC=1C=C(C=C(C1)Br)C[C@@H](C(=O)NC)N1N=C(C=C1)C1=CC=CC=C1 (S)-N-(3-(3,5-Dibromophenyl)-1-(methylamino)-1-oxopropan-2-yl)-3-phenyl-1H-pyrazole